octadecyltris(4-chloro-phenyl)silane C(CCCCCCCCCCCCCCCCC)[Si](C1=CC=C(C=C1)Cl)(C1=CC=C(C=C1)Cl)C1=CC=C(C=C1)Cl